Butyl (S)-3-(4-nitro-1,3-dioxoisoindolin-2-yl)pyrrolidine-1-carboxylate [N+](=O)([O-])C1=C2C(N(C(C2=CC=C1)=O)[C@@H]1CN(CC1)C(=O)OCCCC)=O